(5R,6R)-3-(5-bromo-1-butyl-1H-indol-3-yl)-5,6-diphenyl-5,6-dihydropyrazine-2(1H)-one BrC=1C=C2C(=CN(C2=CC1)CCCC)C=1C(N[C@@H]([C@H](N1)C1=CC=CC=C1)C1=CC=CC=C1)=O